N1C(=CC2=CC=CC=C12)C(C1=CC=CC=C1)(C1=CC=CC=C1)O (1H-2-indolyl)benzhydrol